NC=1C=C(OCCOCCOC2CCN(CC2)C(=O)OC(C)(C)C)C=CC1 tert-butyl 4-[2-[2-(3-aminophenoxy)ethoxy]ethoxy]piperidine-1-carboxylate